1,3,5-tris(2-aminoethyl)isocyanuric acid NCCN1C(=O)N(C(=O)N(C1=O)CCN)CCN